NC1=CC=CC2=C1C=1N(C(O2)C(=O)O)C2=C(C1)C=NC=N2 1-amino-6H-benzo[e]pyrimido[5',4':4,5]pyrrolo[1,2-c][1,3]oxazine-6-carboxylic acid